(2S)-2-fluoro-2-[2-[4-fluoro-2-(2-methyl-5-pyridin-2-ylpyrazol-3-yl)oxyphenyl]pyrimidin-5-yl]ethanamine F[C@H](CN)C=1C=NC(=NC1)C1=C(C=C(C=C1)F)OC=1N(N=C(C1)C1=NC=CC=C1)C